S1C=CC2=C1C=C(C=C2)C2=NN1C(CN[C@@H](C1)C)=C2C2=CC=NC=C2 |r| (RS)-2-(1-benzothiophen-6-yl)-6-methyl-3-(pyridin-4-yl)-4,5,6,7-tetrahydropyrazolo[1,5-a]pyrazine